N-(18-azido-3,6,9,12,15-pentaoxaoctadecyl)-4-(7,8-dihydroxy-4-oxo-4H-chromen-2-yl)benzamide N(=[N+]=[N-])CCCOCCOCCOCCOCCOCCNC(C1=CC=C(C=C1)C=1OC2=C(C(=CC=C2C(C1)=O)O)O)=O